FC1=C(OC2=C(C=C(C=C2)NS(=O)(=O)C2=CC=C(C=C2)OC)C=2C=CC3=C(C(=NO3)C)C2)C=CC(=C1)F N-(4-(2,4-difluorophenoxy)-3-(3-methylbenzo[d]isoxazol-5-yl)phenyl)-4-methoxybenzenesulfonamide